N[C@H]1CC=CC[C@@H]1C1=C(C=2N=C(N=C(C2S1)NCC=1SC=CN1)Cl)C 6-((1s,6s)-6-aminocyclohex-3-en-1-yl)-2-chloro-7-methyl-N-(thiazol-2-ylmethyl)thieno[3,2-d]pyrimidin-4-amine